C(C)(C)(C)OC(=O)N[C@@H](C)C(=O)N N2-(tert-Butoxycarbonyl)-L-alaninamide